(2S,4R)-6-chloro-4-hydroxy-N-(3-{3-[cis-3-(trifluoromethoxy)cyclobutyl]-1,2-oxazol-5-yl}bicyclo[1.1.1]pentan-1-yl)-3,4-dihydro-2H-1-benzopyran-2-carboxamide ClC=1C=CC2=C([C@@H](C[C@H](O2)C(=O)NC23CC(C2)(C3)C3=CC(=NO3)[C@@H]3C[C@@H](C3)OC(F)(F)F)O)C1